ClC=1C=CC2=C(C=C(O2)C2=CN=CC3=C2SCCN3S(=O)(=O)C3CN(C3)C#N)C1 3-((8-(5-Chlorobenzofuran-2-yl)-2,3-dihydro-4H-pyrido[4,3-b][1,4]thiazin-4-yl)sulfonyl)-1-cyano-Azetidine